benzyl N-[(1R,3R)-3-[(6-bromo-3-chloro-pyrazin-2-yl)methylcarbamoyl]-cyclohexyl]carbamate BrC1=CN=C(C(=N1)CNC(=O)[C@H]1C[C@@H](CCC1)NC(OCC1=CC=CC=C1)=O)Cl